5-[1-[(1S)-1-[(2S,4r)-4-hydroxy-2-(methylcarbamoyl)pyrrolidine-1-carbonyl]-2,2-dimethyl-propyl]triazol-4-yl]pyridine-3-carboxylic acid O[C@@H]1C[C@H](N(C1)C(=O)[C@H](C(C)(C)C)N1N=NC(=C1)C=1C=C(C=NC1)C(=O)O)C(NC)=O